2-hydroxy-Benzophenone OC1=C(C(=O)C2=CC=CC=C2)C=CC=C1